C(C=C)N(C(C(O)C(O)C(=O)O)=O)CC=C N,N-diallyl-tartaric acid amide